4,7-dichloro-6-(4-((4-hydroxypiperidin-1-yl)methyl)phenyl)-2H-indazole ClC=1C2=CNN=C2C(=C(C1)C1=CC=C(C=C1)CN1CCC(CC1)O)Cl